1-([1,1'-biphenyl]-3-yl)-N-(4-methyl-1-azabicyclo[3.2.2]non-4-yl)piperidine-4-carboxamide C1(=CC(=CC=C1)N1CCC(CC1)C(=O)NC1(CCN2CCC1CC2)C)C2=CC=CC=C2